FC1=C(C=CC(=C1)F)[C@](C)(C=1C=NC(=NC1)C=1CCN(CC1)C1=NC=NN2C1=CC(=C2)C=2C=NN(C2)CC)NS(=O)C(C)(C)C N-((S)-1-(2,4-difluorophenyl)-1-(2-(1-(6-(1-ethyl-1H-pyrazol-4-yl)pyrrolo[2,1-f][1,2,4]triazin-4-yl)-1,2,3,6-tetrahydropyridin-4-yl)pyrimidin-5-yl)ethyl)-2-methylpropane-2-sulfinamide